7-amino-8-(3-methoxy-2-methylphenyl)-2-(trifluoromethyl)imidazo[1,2-a]pyridine-6-carbonitrile NC1=C(C=2N(C=C1C#N)C=C(N2)C(F)(F)F)C2=C(C(=CC=C2)OC)C